2,3-dioleoylpropyltrimethylammonium chloride [Cl-].C(CCCCCCC\C=C/CCCCCCCC)(=O)C(C[N+](C)(C)C)CC(CCCCCCC\C=C/CCCCCCCC)=O